(E)-N-(3-(N-((1,2,3,5,6,7-hexahydro-s-indacen-4-yl)carbamoyl)sulfamoyl)allyl)-N-methylcyclopropanecarboxamide C1CCC2=C(C=3CCCC3C=C12)NC(=O)NS(=O)(=O)/C=C/CN(C(=O)C1CC1)C